tert-butyl ((1R,5S,6s)-3-(2-(((E)-((Z)-5'-chloro-2'-oxo-[2,3'-biindolinylidene]-3-ylidene)amino)oxy)acetyl)-3-azabicyclo[3.1.0]hexan-6-yl)carbamate ClC=1C=C2/C(/C(NC2=CC1)=O)=C\1/NC2=CC=CC=C2/C1=N\OCC(=O)N1C[C@@H]2C([C@@H]2C1)NC(OC(C)(C)C)=O